COC1=NC=2CCN(CC2C=C1NC1=NC2=C(C=CC=C2C=N1)C1=NN(C=C1)C)C N-(2-methoxy-6-methyl-5,6,7,8-tetrahydro-1,6-naphthyridin-3-yl)-8-(1-methyl-1H-pyrazol-3-yl)quinazolin-2-amine